6-(6-methoxy-5-{[3-(pyrrolidine-1-carbonyl)cyclohexyl]-carbamoyl}pyridin-3-yl)-N-methyl-1H-indazole-3-carboxamide COC1=C(C=C(C=N1)C1=CC=C2C(=NNC2=C1)C(=O)NC)C(NC1CC(CCC1)C(=O)N1CCCC1)=O